C(C)OC(CC(C(=O)OCC)=O)=O 3-oxosuccinic acid diethyl ester